C(N)(=S)NC=1C=C(C=CC1C)NC(C1=CC=C(C=C1)CN1CCN(CC1)C)=O N-[3-(Carbamothioylamino)-4-methyl-phenyl]-4-[(4-methylpiperazin-1-yl)methyl]benzamide